COC([C@H]1NC(C(C1)=CN(C)C)=O)=O (2S,4S)-4-dimethylaminomethylenepyroglutamic acid methyl ester